hydrazino-4-(4'-nitrophenyl)thiazole N(N)C=1SC=C(N1)C1=CC=C(C=C1)[N+](=O)[O-]